The molecule is an aromatic amino acid that is anthranilic acid in which one of the hydrogens attached to the nitrogen is substituted by a methyl group. It has a role as a plant metabolite. It derives from an anthranilic acid. It is a conjugate acid of a N-methylanthranilate. CNC1=CC=CC=C1C(=O)O